N1C=C(C=C1)C=1C=C2C(=NC=NC2=CC1)N 6-(1H-pyrrol-3-yl)quinazolin-4-amine